2,4,5-Tripropylbenzene-1,3-diol C(CC)C1=C(C=C(C(=C1O)CCC)CCC)O